C(C1=CC=CC=C1)OC1=CC2=C(CC(NCC2)=O)C=C1 7-(benzyloxy)-1,3,4,5-tetrahydro-2H-benzo[d]azepin-2-one